6-{2-[4-(1,2-Benzisoxazol-3-yl)piperidin-1-yl]ethyl}-2-methyl-7,8-dihydropyrido[4,3-d]pyrimidin-5(6H)-one O1N=C(C2=C1C=CC=C2)C2CCN(CC2)CCN2C(C1=C(N=C(N=C1)C)CC2)=O